3-(1-(2-(1H-indol-3-yl)ethyl)piperidin-4-yl)-6-chloro-1H-indole N1C=C(C2=CC=CC=C12)CCN1CCC(CC1)C1=CNC2=CC(=CC=C12)Cl